ClC1=CC(=NC=C1)CN1[C@H](CN(CC2=C1C=CC=C2C2=NC=CC=C2)S(=O)(=O)C(F)(F)F)CCC2CCCC2 (S)-1-((4-Chloropyridin-2-yl)methyl)-2-(2-cyclopentylethyl)-6-(pyridin-2-yl)-4-((trifluoromethyl)sulfonyl)-2,3,4,5-tetrahydro-1H-benzo[e][1,4]diazepine